FC(CCCCCCCCC[C@@H]1CC[C@H](CC1)C1=CC=CC=C1)(F)F trans-(4-(10,10,10-trifluorodecyl)cyclohexyl)benzene